C(=CC)N1CC(CC1)C=1C=C(C=C2C=NC=NC12)C1=CC=C(C(=O)NC2=NC=CC(=C2)C#N)C=C1 4-(8-(1-propenylpyrrolidin-3-yl)quinazolin-6-yl)-N-(4-cyanopyridin-2-yl)benzamide